P(=O)(OC[C@]1(O[C@H]([C@@H]2OC(O[C@@H]21)(C)C)C2=CC=C1C(=NC=NN12)N)C#N)(OC1=C(C=CC=C1)Cl)OC[C@@H](CCCCCCCCCCCCCCCCCCCC)OC1=CC(=CC=C1)C#N ((3aS,4R,6S,6aS)-6-(4-aminopyrrolo[2,1-f][1,2,4]triazin-7-yl)-4-cyano-2,2-dimethyltetrahydrofuro[3,4-d][1,3]dioxol-4-yl)methyl (2-chlorophenyl) ((R)-2-(3-cyanophenoxy)docosyl) phosphate